C=C(C)C=1C(=NC=CC1)N (prop-1-en-2-yl)pyridin-2-amine